1,3-diallyl-tetramethyldisilazane C(C=C)[Si](N[Si](CC=C)(C)C)(C)C